7-(6-((1r,3r)-3-((5-iodopyridin-2-yl)oxy)cyclobutoxy)pyridin-3-yl)-5-methyl-5H-pyrido[4,3-b]indole IC=1C=CC(=NC1)OC1CC(C1)OC1=CC=C(C=N1)C=1C=CC=2C3=C(N(C2C1)C)C=CN=C3